N-(diphenylmethylene)-2-methyl-2,4,5,6-tetrahydro-1H-cyclobuta[f]inden-3-amine C1(=CC=CC=C1)C(=NC=1C2=C(C=C3CCCC13)CC2C)C2=CC=CC=C2